ClC1=C(C(=CC(C1(C)CC)N)N)CC 5-chloro-4,6-diethyl-6-methyl-1,3-benzenediamine